tert-butyl 4-(4-(2-(2-aminopyridin-3-yl)-5-(3-cyanophenyl)-3H-imidazo[4,5-b]pyridin-3-yl)benzyl)piperazine-1-carboxylate NC1=NC=CC=C1C1=NC=2C(=NC(=CC2)C2=CC(=CC=C2)C#N)N1C1=CC=C(CN2CCN(CC2)C(=O)OC(C)(C)C)C=C1